C[C@H]1N(CCN(C1)C=1N=CC2=C(N1)C(=NC=N2)NC2=CC(=C(C=C2)OC2=CC1=C(N(N=N1)C(F)(F)F)C=C2)C)C(C=C)=O (R)-1-(2-methyl-4-(8-((3-methyl-4-((1-(trifluoromethyl)-1H-benzo[d][1,2,3]triazol-5-yl)oxy)phenyl)amino)pyrimido[5,4-d]pyrimidin-2-yl)piperazin-1-yl)prop-2-en-1-one